CCCCCCCCCCCCC(=O)O[C@H](COC(=O)CCCCCCC/C=C\CCCC)COP(=O)(O)OC[C@H](CO)O 1-(9Z-tetradecenoyl)-2-tridecanoyl-glycero-3-phospho-(1'-sn-glycerol)